C(C)(C)OC=1C(=CC2=CN(N=C2C1)C12COC(C1)(C2)COC)C(=O)NC=2C(N(C=CC2)[C@@H]2[C@@H](C2)C)=O 6-isopropoxy-2-(1-(methoxymethyl)-2-oxabicyclo[2.1.1]hexan-4-yl)-N-(1-((1S,2R)-2-methylcyclopropyl)-2-oxo-1,2-dihydropyridin-3-yl)-2H-indazole-5-carboxamide